BrC=1C=CC=C2C=3CCCC(C3NC12)(C)C 8-bromo-1,1-dimethyl-2,3,4,9-tetrahydro-1H-carbazole